C(CCCCCCCCCCCCC)([N+](C)(C)CC)[N+](C)(C)CC tetradecylidenebis(ethyldimethylammonium)